5-amino-2-(((1R,4R)-4-(cyclopropylmethoxy)cyclohexyl)amino)pyrido[4,3-d]pyrimidine NC1=NC=CC=2N=C(N=CC21)NC2CCC(CC2)OCC2CC2